N1C(NCNC1)=O 1,3,5-triazinanone